FC1=C(C=CC=C1S(=O)(=O)C)NC1=NC=C(C(=N1)C1=CNC2=C(C=CC=C12)NC([C@H](C)N1CCNCC1)=O)C (S)-N-(3-(2-((2-Fluoro-3-(methylsulfonyl)phenyl)amino)-5-methylpyrimidin-4-yl)-1H-indol-7-yl)-2-(piperazin-1-yl)propanamid